C1(CC1)CN(C(OC(C)(C)C)=O)[C@H]1CN(CCC1)C=1C=NC(=CC1)C1(COC1)N1N=NC(=C1)C1=NC(=CN=C1)N(C)C tert-butyl (R)-(cyclopropylmethyl)(1-(6-(3-(4-(6-(dimethylamino)pyrazin-2-yl)-1H-1,2,3-triazol-1-yl)oxetan-3-yl)pyridin-3-yl)piperidin-3-yl)carbamate